(3-(2-hydroxyethyl)-1H-pyrazol-1-yl)-2-trifluoromethylbenzonitrile OCCC1=NN(C=C1)C=1C(=C(C#N)C=CC1)C(F)(F)F